O1C(OCC1)C1=CN=C(N1C)C1=C(C=C(C=N1)CC#N)S(=O)(=O)CC 2-(6-(5-(1,3-Dioxolan-2-yl)-1-methyl-1H-imidazol-2-yl)-5-(ethylsulfonyl)pyridin-3-yl)acetonitrile